NC1=NC=C(C2=C1C(=NN2C)C2=CC(=C(C=C2)NS(=O)(=O)C(F)F)O[C@@H](C)C2=CC=C(C=C2)F)C2=CC=C(C(=O)O)C=C2 4-{4-amino-3-[4-(difluoromethanesulfonamido)-3-[(1S)-1-(4-fluorophenyl)ethoxy]phenyl]-1-methyl-1H-pyrazolo[4,3-c]pyridin-7-yl}benzoic acid